N-(2-chlorophenyl)-5-(4-((9-(cyclopropylmethyl)-9H-purin-6-yl)oxy)phenyl)thiazol-2-amine ClC1=C(C=CC=C1)NC=1SC(=CN1)C1=CC=C(C=C1)OC1=C2N=CN(C2=NC=N1)CC1CC1